5-cyclopropyl-2,3-dihydro-1H-inden C1(CC1)C=1C=C2CCCC2=CC1